C(#C)C1CCC(CC1)CNC(OC(C)(C)C)=O tert-butyl ((4-ethynylcyclohexyl)methyl)carbamate